BrC=1C=C(SC1)C(C)=N[S@@](=O)C(C)(C)C (S)-N-(1-(4-bromothiophen-2-yl)ethylidene)-2-methylpropan-2-sulfinamide